19-chloro-5-fluoro-8,14-dioxa-1,11,18,22,24-pentazapentacyclo[15.5.2.111,15.02,7.020,23]pentacosa-2,4,6,17,19,21,23-heptaene ClC=1N=C2CC3OCCN(CCOC4=CC(=CC=C4N4N=CC1C4=N2)F)C3